FC1=CC=C(C=C1)C1=CC=C(S1)CC=1SC=C(N1)C(=O)N ((5-(4-fluorophenyl)thiophen-2-yl)methyl)thiazole-4-carboxamide